FC1(CCC2=C1N=C(N=C2N2CCN(CC2)CC(=O)N2CCNCC2)N2[C@H](CC2)C)F (S)-2-(4-(7,7-difluoro-2-(2-methylazetidin-1-yl)-6,7-dihydro-5H-cyclopenta[d]pyrimidin-4-yl)piperazin-1-yl)-1-(piperazin-1-yl)ethan-1-one